NC1=NC=2C=CC(=CC2C2=C1C=NN2C)C(=O)N2[C@@H]1[C@H](CCC2)OCC=2C=C(C=CC21)OC |r| Rac-(4-amino-1-methyl-1H-pyrazolo[4,3-c]quinolin-8-yl)((4aS,10bS)-8-methoxy-2,3,4,4a,6,10b-hexahydro-1H-isochromeno[4,3-b]pyridin-1-yl)methanone